O[C@@H](CCCCCCCCC(=O)O)CCCCCCO (S)-10,16-dihydroxypalmitic acid